C(C)OC[C@H](C(C)(C)C)NC1=C(C=NC2=CC=CC=C12)[N+](=O)[O-] N-[(1S)-1-(ethoxymethyl)-2,2-dimethyl-propyl]-3-nitro-quinolin-4-amine